C(C)/C(/C(=O)O)=C/C(C)=O [z]-2-ethyl-4-oxopent-2-enoic acid